Methyldihydropyrroloquinoline HCl Cl.CN1CCC=C2C=CC=3C(=C12)C=CN3